C(CCCCCCCCCCCCCCCCC)C(C(=O)N)(CCCC(=O)O)CCCCCCCCCCCCCCCCCC distearyladipic acid amide